(S)-3-(3-chloro-4-fluorophenyl)-1-(cyclopropylmethyl)-1-((1-methoxyisoquinolin-4-yl)methyl)urea ClC=1C=C(C=CC1F)NC(N(CC1=CN=C(C2=CC=CC=C12)OC)CC1CC1)=O